FC1(CC(C1)COC1CNCCC1)F 3-[(3,3-Difluorocyclobutyl)methoxy]piperidine